OC1=CC=C(C=C1)C(C1=CC=CC=C1)C1=CC=C(C=C1)O 1,1-bis(4-hydroxyphenyl)-1-phenylmethane